1-{4-[4-({(1R)-1-[3-(trifluoromethyl)phenyl]ethyl}amino)pyrido[2,3-d]pyrimidin-6-yl]piperazin-1-yl}ethan-1-one FC(C=1C=C(C=CC1)[C@@H](C)NC=1C2=C(N=CN1)N=CC(=C2)N2CCN(CC2)C(C)=O)(F)F